BrC1=CC=C(C(=O)NC(=C)C2=CC=CC=C2)C=C1 4-bromo-N-(1-phenylvinyl)benzamide